3-ethylpyridin-2-amine C(C)C=1C(=NC=CC1)N